FC(F)C=1C(=NC=C(C1)C1=NC(=NC(=N1)N1[C@@H](COC[C@H]1C)C)N1[C@@H](COCC1)C)N difluoromethyl-5-[4-[(3R,5R)-3,5-dimethylmorpholin-4-yl]-6-[(3R)-3-methylmorpholin-4-yl]-1,3,5-triazin-2-yl]pyridin-2-amine